5-bromo-1-methyl-1,2,3-triazole BrC1=CN=NN1C